OCCNC1=NC=2N(C(N(C(C2N1CC1=CC=C(C=C1)C1=CC=NN1C1OCCCC1)=O)C)=O)C 8-((2-hydroxyethyl)amino)-1,3-dimethyl-7-(4-(1-(tetrahydro-2H-pyran-2-yl)-1H-pyrazol-5-yl)benzyl)-3,7-dihydro-1H-purine-2,6-dione